SCCC1C(CC(CC1)CCS)CCS 1,2,4-tris(2-mercaptoethyl)cyclohexane